methyl-1,2,6-thiadiazinane-3-carboxamide 1,1-dioxide CN1S(NCCC1C(=O)N)(=O)=O